CC1=NC(=CC=C1S(=O)(=O)N1C[C@H]2CNC[C@@H]2C1)C(F)(F)F |r| Rac-(3aR,6aR)-2-((2-methyl-6-(trifluoromethyl)pyridin-3-yl)sulfonyl)octahydropyrrolo[3,4-c]pyrrole